ClC1=CC(=C(OC2=CC=C(C=N2)C2CN(C2)C(=O)O)C=C1)C(=O)OC 3-[6-(4-chloro-2-methoxycarbonyl-phenoxy)-3-pyridinyl]Azetidine-1-carboxylic acid